2-(1-(3-chlorophenyl)cyclopropyl)-6-(2-(3-cyclopropylphenyl)acetyl)-3,5,6,7,8,9-hexahydro-4H-pyrimido[5,4-c]azepin-4-one ClC=1C=C(C=CC1)C1(CC1)C=1NC(C=2CN(CCCC2N1)C(CC1=CC(=CC=C1)C1CC1)=O)=O